Naphthalene-2-ol 2,2,2-trifluoroacetate FC(C(=O)O)(F)F.C1=C(C=CC2=CC=CC=C12)O